1-(1,3-dichloropropane-2-yl)-1H-imidazole ClCC(CCl)N1C=NC=C1